N[C@H]1[C@H]2CN([C@@H](C1)C2)C(=O)OC(C)(C)C tert-butyl (1R,4R,5R)-5-amino-2-azabicyclo[2.2.1]heptane-2-carboxylate